ClC1=CC(=C(C=C1)C1=C2CN(C(C2=CC=C1)C)C(=O)OC(C)(C)C)C(=O)OC tert-butyl 4-(4-chloro-2-(methoxycarbonyl) phenyl)-1-methylisoindoline-2-carboxylate